O=CCC12CC(C1)(C2)NC(OC(C)(C)C)=O tert-butyl (3-(2-oxoethyl)bicyclo[1.1.1]pentan-1-yl)carbamate